C(C)(=O)OCC(CCC(COC(C)=O)C)C 2,5-dimethylhexane-1,6-diyl diacetate